N-(carboxyethyl)arginine C(=O)(O)CCN[C@@H](CCCNC(N)=N)C(=O)O